N-(4,4-difluorotetrahydrofuran-3-yl)-2-methyl-5-((2-methylthiazol-5-yl)methoxy)benzofuran FC1(C(COC1)N1C(SC(=C1)COC=1C=CC2=C(C=C(O2)C)C1)C)F